2-(2,6-dioxopiperidin-3-yl)-4-(((2-(4-fluorophenyl)oxazol-5-yl)methyl)amino)isoindole O=C1NC(CCC1N1C=C2C=CC=C(C2=C1)NCC1=CN=C(O1)C1=CC=C(C=C1)F)=O